1,1,1-triethoxyheptane C(C)OC(CCCCCC)(OCC)OCC